C(#N)C1=CC=C(C=C1)C=1C=NN(C1OC)C1=NC=C(C(=O)OC(C)(C)C)C=C1 tert-butyl 6-(4-(4-cyanophenyl)-5-methoxy-1H-pyrazol-1-yl)nicotinate